C1(=CC=CC=C1)C1=C(C(=C(C(=C1C1=CC=CC=C1)C1=CC=CC=C1)C1=CC=CC=C1)C1=CC=CC=C1)C=1C2=CC=C(C=C2C(=C2C=CC(=CC12)N(C1=CC=CC=C1)C1=CC=CC=C1)C1=C(C(=C(C(=C1C1=CC=CC=C1)C1=CC=CC=C1)C1=CC=CC=C1)C1=CC=CC=C1)C1=CC=CC=C1)N(C1=CC=CC=C1)C1=CC=CC=C1 9,10-bis(2,3,4,5,6-penta-phenylphenyl)-N2,N2,N6,N6-tetraphenyl-anthracene-2,6-diamine